(S)-N-(2-chloro-3-(trifluoromethyl)benzyl)-N-methyl-5-oxopyrrolidine-2-carboxamide ClC1=C(CN(C(=O)[C@H]2NC(CC2)=O)C)C=CC=C1C(F)(F)F